3-(2-((5-chloro-6-methoxy-3-(4,4,5,5-tetramethyl-1,3,2-dioxaborolan-2-yl)pyridin-2-yl)oxy)ethyl)-2-methyl-4-oxo-7-(trifluoromethyl)-3,4-dihydroquinazoline-5-carbonitrile ClC=1C=C(C(=NC1OC)OCCN1C(=NC=2C=C(C=C(C2C1=O)C#N)C(F)(F)F)C)B1OC(C(O1)(C)C)(C)C